2-amino-4-methyl-thiazole-5-carboxylic acid tert-butyl ester C(C)(C)(C)OC(=O)C1=C(N=C(S1)N)C